N-(4-(N-(cyclopropyl(1-methylpiperidin-4-yl)methyl)sulfamoyl)-2-methylphenyl)-2-methylbenzamide C1(CC1)C(NS(=O)(=O)C1=CC(=C(C=C1)NC(C1=C(C=CC=C1)C)=O)C)C1CCN(CC1)C